(R)-1-(2-Ethynylthiazol-4-yl)-3-(2-hydroxy-1-(4-(2-methyl-2,5,6,7-tetrahydro-4H-pyrazolo[4,3-b]pyridin-4-yl)phenyl)ethyl)urea C(#C)C=1SC=C(N1)NC(=O)N[C@@H](CO)C1=CC=C(C=C1)N1C=2C(CCC1)=NN(C2)C